C(CCCCC)OC(C=C)=O n-Hexylacrylat